methyl N-[4-carbamoyl-1-[4-(cyanomethyl)-3-fluoro-1-[[2-fluoro-5-hydroxy-4-(5-methyl-2-furyl)phenyl]methyl]-4-piperidyl]pyrazol-3-yl]carbamate C(N)(=O)C=1C(=NN(C1)C1(C(CN(CC1)CC1=C(C=C(C(=C1)O)C=1OC(=CC1)C)F)F)CC#N)NC(OC)=O